(2R)-2-aminopropan-1,3-diol NC(CO)CO